ClC=1C=C(C=CC1)N[C@H](CC(C)C)C(=O)N1[C@@H]2CC([C@H]([C@H]1C(=O)N[C@H](\C=C(\C(=O)OCC)/F)C[C@H]1C(NCC1)=O)CC2)(F)F ethyl (S,Z)-4-((1S,3S,4S)-2-((3-chlorophenyl)-D-leucyl)-5,5-difluoro-2-azabicyclo[2.2.2]octane-3-carboxamido)-2-fluoro-5-((S)-2-oxopyrrolidin-3-yl)pent-2-enoate